C(#N)CC(C)(C)NC([O-])=O 2-cyano-1,1-dimethylethylcarbamate